acryloyloxyanthranilic acid C(C=C)(=O)ONC=1C(C(=O)O)=CC=CC1